Methyl (2E)-3-cyclohexylprop-2-enoate C1(CCCCC1)/C=C/C(=O)OC